N[C@H]1CCC2=CC(=CC=C12)N1C(=NC=2C1=NC(=CC2)C=2N=NC=CC2)C=2C(=NC=CC2)N (S)-3-(3-(1-amino-2,3-dihydro-1H-inden-5-yl)-5-(pyridazin-3-yl)-3H-imidazo[4,5-b]pyridin-2-yl)pyridin-2-amine